N-(2-(2-chloroanilino)ethyl)-1,4-benzoxazine ClC1=C(NCCN2C=COC3=C2C=CC=C3)C=CC=C1